Tert-butyl 5-(2-(ethoxy carbonyl) cyclopropyl)-2-methoxybenzoate C(C)OC(=O)C1C(C1)C=1C=CC(=C(C(=O)OC(C)(C)C)C1)OC